IC1CN(CCC12OC(C=1C2=NC(=CC1)C)=O)C(=O)OC(C)(C)C tert-Butyl 3'-iodo-2-methyl-5-oxo-5H-spiro[furo[3,4-b]pyridine-7,4'-piperidine]-1'-carboxylate